4-((4-(Isoindolin-2-ylmethyl)-2-methoxyphenoxy)methyl)-N-(2-methoxyethyl)benzene-sulfonamide C1N(CC2=CC=CC=C12)CC1=CC(=C(OCC2=CC=C(C=C2)S(=O)(=O)NCCOC)C=C1)OC